S(C1=C(C=CC=C1Br)Br)C1=C(C=CC=C1Br)Br 4,4'-thio-bis(3,5-dibromobenzene)